4-[[3-[4-[2-[4-[[1-(2-cyclohexylacetyl)-4-piperidyl]oxy]-1-piperidyl]acetyl]piperazine-1-carbonyl]-4-fluoro-phenyl]methyl]-2H-phthalazin-1-one C1(CCCCC1)CC(=O)N1CCC(CC1)OC1CCN(CC1)CC(=O)N1CCN(CC1)C(=O)C=1C=C(C=CC1F)CC1=NNC(C2=CC=CC=C12)=O